OC(C)N1CN(CN(C1)O)O 1,3,5-trihydroxyethylhexahydro-s-triazine